C1C(CC2=CC=CC=C12)NC1=NC=C(C=N1)N1CCN(CC1)CC(=O)N1CC2=C(CC1)NN=N2 2-(4-{2-[(2,3-dihydro-1H-inden-2-yl)amino]pyrimidin-5-yl}piperazin-1-yl)-1-{1H,4H,5H,6H,7H-[1,2,3]triazolo[4,5-c]pyridin-5-yl}ethan-1-one